O1C(=CC=C1)C1=NN2C(N=C(N=C2N)NCCC=2C=C3C=CN=CC3=CC2)=N1 2-(furan-2-yl)-N5-(2-(isoquinolin-6-yl)ethyl)-[1,2,4]triazolo[1,5-a][1,3,5]triazine-5,7-diamine